1-(4-amino-1-benzyl-5-nitro-1H-pyrrolo[2,3-b]pyridin-3-yl)-2,2,2-trifluoroethanone NC1=C2C(=NC=C1[N+](=O)[O-])N(C=C2C(C(F)(F)F)=O)CC2=CC=CC=C2